8-Oxa-2-aza-spiro[4.5]decane-2-carboxylic acid (4-methoxy-7-piperidin-1-yl-thiazolo[4,5-c]pyridin-2-yl)-amide COC1=NC=C(C2=C1N=C(S2)NC(=O)N2CC1(CC2)CCOCC1)N1CCCCC1